N1C[C@H](CCC1)NC=1C2=C(N=CN1)C(=CC(=N2)C2=CC=C(C=C2)CN2C(COCC2)C(F)(F)F)C(=O)N 4-(((S)-piperidin-3-yl)amino)-6-(4-((3-(trifluoromethyl)morpholino)methyl)phenyl)pyrido[3,2-d]pyrimidine-8-carboxamide